ClC1=C(C(=NC(=N1)SC)NC1=CC=NC=C1)OC 6-chloro-5-methoxy-2-(methylthio)-N-(pyridin-4-yl)pyrimidin-4-amine